3-(5-(((1R,2R)-2-(3-(2-meth-ylpyridin-4-yl)azetidin-1-yl)cyclohexyl)oxy)-1-oxoisoindolin-2-yl)piperidine-2,6-dione CC1=NC=CC(=C1)C1CN(C1)[C@H]1[C@@H](CCCC1)OC=1C=C2CN(C(C2=CC1)=O)C1C(NC(CC1)=O)=O